ClC1=NC=C(C2=C1N=CN(C2=O)CC2=NN(C(O2)=O)CCC2=CC=C(C=C2)Cl)C 5-((8-chloro-5-methyl-4-oxopyrido[3,4-d]pyrimidin-3(4H)-yl)methyl)-3-(4-chlorophenethyl)-1,3,4-oxadiazol-2(3H)-one